CN1CCN(CC1)CC1=NSC(=N1)NC(=O)C1=COC=C1 N-(3-((4-methylpiperazin-1-yl)methyl)-1,2,4-thiadiazol-5-yl)furan-3-carboxamide